ClC1=C2C(=C3C4=C(C=NC3=C1)CN([C@H]4C)C(=O)OC(C)(C)C)OCO2 tert-butyl (S)-4-chloro-10-methyl-8,10-dihydro-9H-[1,3]dioxolo[4,5-f]pyrrolo[3,4-c]quinoline-9-carboxylate